2-methylpentane-1,5-diyl diisocyanate CC(CN=C=O)CCCN=C=O